N-vinylglycine C(=C)NCC(=O)O